6-bromo-3-(4,4,4-trifluorobutoxy)isoquinolin BrC=1C=C2C=C(N=CC2=CC1)OCCCC(F)(F)F